COC=1C=C(C=CC1OC)C=1N=C2N(C=C(C=C2C)C2CCN(CC2)C2CC3(CN(C3)CC(C)C)C2)C1 2-(3,4-dimethoxyphenyl)-6-(1-(2-isobutyl-2-azaspiro[3.3]hept-6-yl)piperidin-4-yl)-8-methylimidazo[1,2-a]pyridine